(S)-4-(3-(3-cyclopropyl-1-methyl-1H-pyrazol-4-yl)-1-(1-(pyridin-2-yl)ethyl)-2-(trifluoromethyl)-1H-pyrrolo[3,2-b]pyridin-6-yl)-3,5-dimethylisoxazole C1(CC1)C1=NN(C=C1C1=C(N(C=2C1=NC=C(C2)C=2C(=NOC2C)C)[C@@H](C)C2=NC=CC=C2)C(F)(F)F)C